B(N=C=O)N=C=O boronic acid, isocyanate